N1C=CC2=C1CC1N2CCN1 7,8-dihydro-6H-imidazo[1',2':1,5]pyrrolopyrrole